CC(CC#N)(C(N1[C@@H]2C3=C(C[C@H](C1)C2)C=CC=C3)=O)C 3,3-dimethyl-4-oxo-4-((1S,4S)-1,3,4,5-tetrahydro-2H-1,4-methanobenzo[c]azepin-2-yl)butanenitrile